2,2'-bis(2-hydroxyethoxy)-6,6'-bis(naphthalen-2-yl-ethynyl)-1,1'-binaphthyl OCCOC1=C(C2=CC=C(C=C2C=C1)C#CC1=CC2=CC=CC=C2C=C1)C1=C(C=CC2=CC(=CC=C12)C#CC1=CC2=CC=CC=C2C=C1)OCCO